(2R,3R)-1-(4-Methoxyphenyl)-2-[2-methyl-3-(trideuteriomethoxy)phenyl]pyrrolidin-3-ol COC1=CC=C(C=C1)N1[C@@H]([C@@H](CC1)O)C1=C(C(=CC=C1)OC([2H])([2H])[2H])C